C(C)(C)(C)OC(=O)N1CC(CC(C1)NC(CN1C(C2=CC=C(C=C2C(=N1)C(C)C)Br)=O)=O)(F)F tert-Butyl-5-[[2-(6-bromo-4-isopropyl-1-oxo-phthalazin-2-yl)acetyl]amino]-3,3-difluoro-piperidine-1-carboxylate